N[C@H](C(=O)N1[C@@H]2[C@H](CC1)[C@@](NC2)(C(=O)O)CCCCB(O)O)C (3AS,4R,6aR)-1-((S)-2-aminopropionyl)-4-(4-dihydroxyboryl-butyl)octahydropyrrolo[3,4-b]pyrrole-4-carboxylic acid